(9S,13S)-9-(2-chlorophenyl)-3-methyl-13-(morpholine-4-carbonyl)-16-thia-2,4,5,8-tetraazatetracyclo[8.6.0.02,6.011,15]Hexadeca-1(10),3,5,11(15)-tetraene ClC1=C(C=CC=C1)[C@H]1NCC2=NN=C(N2C=2SC=3C[C@H](CC3C12)C(=O)N1CCOCC1)C